1-(2-chloro-7-(1-methoxy-2-methylpropyl)pyrazolo[1,5-a]pyrimidin-6-yl)-3-(8-fluoro-2-methyl-[1,2,4]triazolo[1,5-a]pyridin-6-yl)urea ClC1=NN2C(N=CC(=C2C(C(C)C)OC)NC(=O)NC=2C=C(C=3N(C2)N=C(N3)C)F)=C1